ClC=1C(=NC(=NC1)NC1=C(C=C(C(=C1)C)N1CCC(CC1)N1CCN(CC1)C)OC)NC=1C(=C2N=CC=NC2=CC1)NS(=O)(=O)C N-(6-((5-chloro-2-((2-methoxy-5-methyl-4-(4-(4-methylpiperazin-1-yl)piperidin-1-yl)phenyl)amino)pyrimidin-4-yl)amino)quinoxalin-5-yl)methanesulfonamide